The molecule is a cembrane diterpenoid with cytotoxic activity isolated from the soft coral Lobophytum michaelae. It has a role as an antineoplastic agent and a coral metabolite. It is a gamma-lactone, an acetate ester, a cembrane diterpenoid, an epoxide, a macrocycle and a secondary alcohol. C/C/1=C\\C[C@@H](/C(=C/C[C@H]([C@]2([C@@H](O2)[C@@H]3[C@@H]([C@@H](C1)O)C(=C)C(=O)O3)C)OC(=O)C)/C)OC(=O)C